methyl 5-[(1S,4S,5R)-[[4-cyclopropyl-1-(2,6-dichlorophenyl)-1H-pyrazol-5-yl]methoxy]-2-azabicyclo[2.2.1]heptan-2-yl]pyridine-2-carboxylate C1(CC1)C=1C=NN(C1CO[C@@]12N(C[C@@H](CC1)C2)C=2C=CC(=NC2)C(=O)OC)C2=C(C=CC=C2Cl)Cl